4-bromo-2-(8-(4,5-dihydroisoxazol-3-yl)-2,3-dihydrobenzo[b][1,4]dioxin-6-yl)-6-methylpyridazin-3(2H)-one BrC=1C(N(N=C(C1)C)C1=CC2=C(OCCO2)C(=C1)C1=NOCC1)=O